propenyl-lactose C(=CC)C1(O)[C@H](O)[C@@H](O)[C@H](O[C@H]2[C@H](O)[C@@H](O)[C@@H](O)[C@H](O2)CO)[C@H](O1)CO